N-(4-(4-(5-(cyclopentyl(hydroxy)methyl)furan-2-yl)-1H-1,2,3-triazol-1-yl)-3-(6-azaspiro[2.5]octan-6-yl)phenyl)-2-hydroxyethane-1-sulfonamide C1(CCCC1)C(C1=CC=C(O1)C=1N=NN(C1)C1=C(C=C(C=C1)NS(=O)(=O)CCO)N1CCC2(CC2)CC1)O